N-Benzyl-N-(3-cyanopropyl)glycine ethyl ester C(C)OC(CN(CCCC#N)CC1=CC=CC=C1)=O